[(1S)-1-[2-(6-carbamoylpyrimidin-4-yl)-5-methyl-1,2,4-triazol-3-yl]ethyl]ammonium chloride [Cl-].C(N)(=O)C1=CC(=NC=N1)N1N=C(N=C1[C@H](C)[NH3+])C